CC(CO)(C)NCC(CS(=O)(=O)O)O N-(1,1-dimethyl-2-hydroxyethyl)-3-amino-2-hydroxypropansulfonic acid